1-dodecyl-2-propylpyridinium cyanide [C-]#N.C(CCCCCCCCCCC)[N+]1=C(C=CC=C1)CCC